ethyl 2-(cyclopropylmethylamino)-2-oxo-acetate C1(CC1)CNC(C(=O)OCC)=O